methacryloyloxypropyltri(trimethylsiloxy)silane C(C(=C)C)(=O)OCCC[Si](O[Si](C)(C)C)(O[Si](C)(C)C)O[Si](C)(C)C